O1C2=C(NCC(C1)NC([O-])=O)C=CC=C2 2,3,4,5-tetrahydrobenzo[b][1,4]oxazepin-3-ylcarbamate